ClC1=C(C=C(C(=N1)OC)NS(=O)(=O)C1=CNC(=C1)C1=CC=CC=C1)F N-(6-chloro-5-fluoro-2-methoxypyridin-3-yl)-5-phenyl-1H-pyrrole-3-sulfonamide